C1=C(C=CC=2SC3=CC=CC=C3SC12)C1(CC=2C=CC(=C(C2C=C1)C1=C(C=CC2=CC=CC=C12)OCCOC1=C(C2=CC=C(C=C2C=C1)C1=CC=2SC3=CC=CC=C3SC2C=C1)C1=C(C=CC2=CC(=CC=C12)C1=CC=2SC3=CC=CC=C3SC2C=C1)OCCO)OCCOC1=C(C2=CC=C(C=C2C=C1)C1=CC=2SC3=CC=CC=C3SC2C=C1)C1=C(C=CC2=CC(=CC=C12)C1=CC=2SC3=CC=CC=C3SC2C=C1)OCCO)C1=CC=2SC3=CC=CC=C3SC2C=C1 ([6,6-di(thianthren-2-yl)[1,1'-binaphthalene]-2,2'-diyl]bis{oxyethane-2,1-diyloxy[6,6'-di(thianthren-2-yl)[1,1'-binaphthalene]-2',2-diyl]oxy})di(ethan-1-ol)